S[S] sulfydryl-sulfur